(R)-2-(3,5-dicyanophenyl)-2-((R)-3,3-difluorocyclopentyl)-N-(1-methyl-5-(trifluoromethyl)-1H-pyrazol-3-yl)acetamide C(#N)C=1C=C(C=C(C1)C#N)[C@H](C(=O)NC1=NN(C(=C1)C(F)(F)F)C)[C@H]1CC(CC1)(F)F